1-[2-[5-[(3-methyl-3-oxetanyl)methoxy]-1H-benzimidazol-1-yl]-8-quinolyl]-4-piperidinamine CC1(COC1)COC1=CC2=C(N(C=N2)C2=NC3=C(C=CC=C3C=C2)N2CCC(CC2)N)C=C1